ClC1=CC(=C(N=N1)SCC1OC(OCC1)(C)C)N 6-chloro-3-{[(2,2-dimethyl-1,3-dioxan-4-yl)methyl]sulfanyl}pyridazin-4-amine